2-(2,6-dimethyl-4-(3-(4-(4-(trifluoromethyl)benzyl)piperazin-1-yl)propyl)phenoxy)-2-methylpropanoic acid CC1=C(OC(C(=O)O)(C)C)C(=CC(=C1)CCCN1CCN(CC1)CC1=CC=C(C=C1)C(F)(F)F)C